C(C)N1C(C(N(CC1)C(=O)N[C@@H](C(=O)N[C@@H]1B(OC2=C(C1)C=CC=C2C(=O)O)O)C2=C(C=C(C(=C2)F)P(=O)(O)O)O)=O)=O (R)-3-((R)-2-(4-ethyl-2,3-dioxopiperazine-1-carboxamido)-2-(5-fluoro-2-hydroxy-4-phosphonophenyl)acetamido)-2-hydroxy-3,4-dihydro-2H-benzo[e][1,2]oxaborinine-8-carboxylic acid